C(C)O[Si](OCC)(OCC)CN1CCCCC1 1-(Triethoxysilylmethyl)piperidin